C[C@]1(CN2CCC1CC2)N (S)-3-methyl-quinuclidin-3-amine